OC1=NC=NC2=CC=CC=C12 4-hydroxyquinazolin